(S)-1-nitro-5-(1-(3-ethoxy-4-methoxyphenyl)-2-(methylsulfonyl)ethyl)-5H-thiophene [N+](=O)([O-])S1CC=C[C@H]1C(CS(=O)(=O)C)C1=CC(=C(C=C1)OC)OCC